C1=CC=CC=2C3=CC=CC=C3C(C12)COC(=O)N[C@H](C(=O)O)CC=1C=NC(=CC1)NC(C)=O (S)-2-((((9H-fluoren-9-yl)methoxy)carbonyl)amino)-3-(6-acetamidopyridin-3-yl)propanoic acid